O1CCN(CC1)C1=NC(=C2C=CC=NC2=C1)OC1CCC(CC1)NC1=CC=C(OCCNS(=O)(=O)C)C=C1 N-(2-(4-(((1S,4S)-4-((7-morpholino-1,6-naphthyridin-5-yl)oxy)cyclohexyl)amino)phenoxy)ethyl)methanesulfonamide